BrC1=CC=C(C=C1)N1N=C(C(=C1)[C@H]1O[C@@H](C(N1CCC1=CC=C(C=C1)CS(=O)(=O)N)=O)C)C1=CC=C(C=C1)F (4-(2-((2R,5R)-2-(1-(4-bromophenyl)-3-(4-fluorophenyl)-1H-pyrazol-4-yl)-5-methyl-4-oxooxazolidin-3-yl)ethyl)phenyl)methylsulfonamide